(R*)-benzyl 4-((3aS*,6aS*)-6,6-difluorohexahydro-1H-pyrrolo[3,2-c]isoxazol-1-yl)-3-hydroxy-2,2-dimethylbutanoate trifluoroacetate FC(C(=O)O)(F)F.FC1(CN[C@H]2[C@@H]1N(OC2)C[C@@H](C(C(=O)OCC2=CC=CC=C2)(C)C)O)F |o1:11,12,17|